Cl.NCC(=O)C1=CC(=CC=C1)Br 2-Amino-1-(3-bromophenyl)ethan-1-one HCl salt